4-[(R)-3-(2-chloro-4-methylsulfonylmethoxy-phenyl)-[1,4]oxazepan-4-yl]-6-methyl-pyrimidin-2-ylamine ClC1=C(C=CC(=C1)OCS(=O)(=O)C)[C@@H]1COCCCN1C1=NC(=NC(=C1)C)N